CC(=O)N[C@H]1[C@H]([C@@H]([C@H](O[C@H]1OP(=O)([O-])OP(=O)([O-])OC[C@@H]2[C@H]([C@H]([C@@H](O2)N3C=CC(=O)NC3=O)O)O)C(=O)[O-])O)O The molecule is a nucleotide-sugar oxoanion arising from deprotonation of the carboxy and diphosphate OH groups of UDP-N-acetyl-beta-D-mannosaminouronic acid; major species at pH 7.3. It is a nucleotide-sugar oxoanion and a carbohydrate acid derivative anion. It is a conjugate base of an UDP-N-acetyl-beta-D-mannosaminouronic acid.